NC=1C=2N(C3=CC(=CC=C3N1)C(=O)N1[C@@H]3[C@H](OCC1)CC=1C=C(C=CC13)C(F)(F)F)C=NC2 |r| Racemic-(4-aminoimidazo[1,5-a]quinoxalin-8-yl)((4aS,9aR)-7-(trifluoromethyl)-2,3,9,9a-tetrahydroindeno[2,1-b][1,4]oxazin-4(4aH)-yl)methanone